C(#N)N=[SH2] N-cyanosulfilimine